FC1=CC(=CC=2N(C(=NC21)C)C2CCN(CC2)C)C2=CNC=1N=C(N=CC12)C=1C=C2C=CC=NC2=CC1 6-(5-(4-fluoro-2-methyl-1-(1-methylpiperidin-4-yl)-1H-benzo[d]imidazol-6-yl)-7H-pyrrolo[2,3-d]pyrimidin-2-yl)quinoline